BrC=1C=C(C(=O)OC)C=CC1OC1CC(C1)N(C)C(=O)OC(C)(C)C methyl 3-bromo-4-[3-[tert-butoxycarbonyl (methyl)amino]cyclobutoxy]benzoate